β-methacrylamidoethyl methacrylate C(C(=C)C)(=O)OCCNC(C(=C)C)=O